CC/C=C\\C/C=C/C(=O)SCCNC(=O)CCNC(=O)[C@@H](C(C)(C)COP(=O)([O-])OP(=O)([O-])OC[C@@H]1[C@H]([C@H]([C@@H](O1)N2C=NC3=C(N=CN=C32)N)O)OP(=O)([O-])[O-])O The molecule is a trans-3-enoyl-CoA(4-) obtained by deprotonation of the phosphate and diphosphate OH groups of (2E,5Z)-octadienoyl-CoA; major species at pH 7.3. It is a 2,3-trans-enoyl CoA(4-), a polyunsaturated fatty acyl-CoA(4-) and a 4-saturated trans-2-enoyl-CoA(4-). It is a conjugate base of a (2E,5Z)-octadienoyl-CoA.